N-(1-isopropylpiperidine-4-yl)-6-methoxy-7-(4-(piperidine-1-yl)-1-butyne-1-yl)-2-(2-azaspiro[4.4]nonane-2-yl)quinazoline-4-amine C(C)(C)N1CCC(CC1)NC1=NC(=NC2=CC(=C(C=C12)OC)C#CCCN1CCCCC1)N1CC2(CC1)CCCC2